C(N)(=O)CCC1(C2=CC=CC=C2C=2C=CC=CC12)CCC(N)=O 9,9-bis-(β-carbamoyl-ethyl)fluorene